2,2-di(tert-butylperoxy)-butane C(C)(C)(C)OOC(C)(CC)OOC(C)(C)C